(R)-8-(8-(2,2-difluorobenzo[d][1,3]dioxol-5-yl)-7-methylimidazo[1,2-c]pyrimidin-5-yl)-8-azaspiro[4.5]decan-1-amine FC1(OC2=C(O1)C=CC(=C2)C=2C=1N(C(=NC2C)N2CCC3(CCC[C@H]3N)CC2)C=CN1)F